ethyl 3-[hydroxy(4-pyridyl)methyl]-5-methoxy-1H-indole-2-carboxylate OC(C1=C(NC2=CC=C(C=C12)OC)C(=O)OCC)C1=CC=NC=C1